BrC=1C(=NC(=NC1)NC=1C=C2C(=NN(C2=CC1)C)C)NC1=C(C=CC=C1)S(=O)(=O)C 5-bromo-N2-(1,3-dimethylindazol-5-yl)-N4-(2-methylsulfonylphenyl)pyrimidine-2,4-diamine